C(#N)C=1C=C(CN2C(=NC3=C2C=CC(=C3)C(=O)NCC3=CC=C(C=C3)S(=O)(=O)CC)C3CC3)C=CC1 1-(3-cyanobenzyl)-2-cyclopropyl-N-(4-(ethylsulfonyl)benzyl)-1H-benzo[d]imidazole-5-carboxamide